N1-([1,1':3',1''-terphenyl]-2'-yl)benzene-1,2-diamine hydrochloride Cl.C1(=CC=CC=C1)C1=C(C(=CC=C1)C1=CC=CC=C1)NC=1C(=CC=CC1)N